(2R,3R,4S,5S)-2-(4-Amino-5-((2-aminopyrimidin-5-yl)ethynyl)-7H-pyrrolo[2,3-d]pyrimidin-7-yl)-5-((((3-methyl-5-phenylisoxazol-4-yl)methyl)thio)methyl)tetrahydrofuran-3,4-diol NC=1C2=C(N=CN1)N(C=C2C#CC=2C=NC(=NC2)N)[C@@H]2O[C@@H]([C@H]([C@H]2O)O)CSCC=2C(=NOC2C2=CC=CC=C2)C